[O-]S(=O)(=O)C(F)(F)F.C(C)(C)(C)C1=CC=C(C=C1)[S+](C1=CC=CC=C1)C1=CC=CC=C1 4-tert-butylphenyl-diphenylsulfonium triflate